FC=1C=C(C=CC1)CNC(=O)C=1C(=NC(=CC1C)N1CCOCC1)SC(C)C N-[(3-Fluorophenyl)-methyl]-2-(isopropylsulfanyl)-4-methyl-6-morpholin-4-yl-pyridine-3-carboxylic acid amide